6-((3-fluorobenzyl)thio)-1-methyl-5-(pyridin-2-yl)-1H-pyrazolo[3,4-d]pyrimidin-4(5H)-one FC=1C=C(CSC=2N(C(C3=C(N2)N(N=C3)C)=O)C3=NC=CC=C3)C=CC1